bis(4-aminophenyl) biphenyl-4,4'-dicarboxylate C1(=CC=C(C=C1)C(=O)OC1=CC=C(C=C1)N)C1=CC=C(C=C1)C(=O)OC1=CC=C(C=C1)N